C(#C)C=1C=C(C=CC1)NC1=NC=NC2=CC(=C(C=C12)OCCCN1CCOCC1)OC N-(3-ethynylphenyl)-7-methoxy-6-(3-morpholinopropoxy)quinazolin-4-amine